OC1=C(C(N(C2=CC=CC=C12)CC(C)C)=O)C(=O)OCC Ethyl 4-hydroxy-1-isobutyl-2-oxo-1,2-dihydroquinoline-3-carboxylate